C[Al](CCCN(C)C)C dimethyl-3-(dimethylamino)propylaluminum